FC1(CCN(CC1)C1=C(C=CC(=N1)C1=NN=C(O1)C1=C(C=C(C=C1)NS(=O)(=O)CCO)N1CCC2(CC2)CC1)C=1C=NN(C1)C)F N-(4-(5-(6-(4,4-difluoropiperidin-1-yl)-5-(1-methyl-1H-pyrazol-4-yl)pyridin-2-yl)-1,3,4-oxadiazol-2-yl)-3-(6-azaspiro[2.5]octan-6-yl)phenyl)-2-hydroxyethane-1-sulfonamide